3-[1-(2,6-dichloro-3-fluoro-phenyl)-ethoxy]-5-(5-fluoro-2-methoxy-phenyl)-pyridin-2-ylamine ClC1=C(C(=CC=C1F)Cl)C(C)OC=1C(=NC=C(C1)C1=C(C=CC(=C1)F)OC)N